FC1=C(OC(C)C2=C(C=3N(C=C2)C(=NN3)CCC)C(F)(F)F)C=CC(=C1)F 7-[1-(2,4-difluorophenoxy)ethyl]-3-propyl-8-(trifluoromethyl)[1,2,4]triazolo[4,3-a]pyridine